CNC(=O)C1CC(C1)N1C(=NC2=C1C=C(C=C2)C(=O)NCC2CCN(CC2)C)C2=CC(=C(C(=C2)OC)OC)OC 1-(3-(methylcarbamoyl)cyclobutyl)-N-((1-methylpiperidin-4-yl)methyl)-2-(3,4,5-trimethoxyphenyl)-1H-benzo[d]imidazole-6-carboxamide